C(C)(=O)O[C@@H]1[C@H](O[C@H]([C@@H]([C@H]1OC(C)=O)OC(C)=O)SN1CCC(CC1)O)COC(C)=O (2R,3R,4S,5R,6S)-2-(acetoxymethyl)-6-((4-hydroxypiperidin-1-yl)thio)tetrahydro-2H-pyran-3,4,5-triyl triacetate